CC1=NN(C(=N1)[C@H](C)NC(C1=CC(=CC(=C1)C(F)(F)F)C(F)(F)F)=O)C1=NC=NC(=C1)N=S1(CCC1)=O (S)-N-(1-(3-methyl-1-(6-((1-oxido-λ6-thietan-1-ylidene)amino)pyrimidin-4-yl)-1H-1,2,4-triazol-5-yl)ethyl)-3,5-bis(trifluoromethyl)benzamide